Dihexylmaleat C(CCCCC)/C(=C(/C(=O)[O-])\CCCCCC)/C(=O)[O-]